[Si](C)(C)(C(C)(C)C)OCCCN1CC2=C(CC1)OC(=C2)S(=O)(=O)NC(NC2=C1CCCC1=CC=1CCCC21)=O 5-(3-((tert-butyldimethylsilyl)oxy)propyl)-N-((1,2,3,5,6,7-hexahydro-s-indacen-4-yl)carbamoyl)-4,5,6,7-tetrahydrofuro[3,2-c]pyridine-2-sulfonamide